(+-)-3-Phenyl-1-indanone C1(=CC=CC=C1)[C@H]1CC(C2=CC=CC=C12)=O |r|